benzyl (2-(2-(2-(2-bromoethoxy)ethoxy)ethoxy)ethyl)carbamate BrCCOCCOCCOCCNC(OCC1=CC=CC=C1)=O